C(C)OC(C=1OC=CC1)OCC 2-diethoxymethyl-Furan